2-(azetidin-3-yl)-N-cyclopentylbenzo[d]thiazole-6-carboxamide N1CC(C1)C=1SC2=C(N1)C=CC(=C2)C(=O)NC2CCCC2